N-palmityl-palmitoamide C(CCCCCCCCCCCCCCC)NC(CCCCCCCCCCCCCCC)=O